COC1=C(C=CC(=C1)C=1C=NN(C1)C)NC=1N=CC2=C(N1)C(=NC=C2)NC[C@@]2(COCC2)C |r| racemic-N2-(2-methoxy-4-(1-methyl-1H-pyrazol-4-yl)phenyl)-N8-((3-methyltetrahydrofuran-3-yl)methyl)pyrido[3,4-d]pyrimidine-2,8-diamine